N-(3-Bromo-1-((2-(trimethylsilyl)ethoxy)methyl)-1H-pyrazol-5-yl)-3-(4-chloro-3-fluorophenyl)propenamide BrC1=NN(C(=C1)NC(C=CC1=CC(=C(C=C1)Cl)F)=O)COCC[Si](C)(C)C